C(C)(C)(C)C(=O)N[C@@H](C[C@@H](C(=O)N)C)C(=O)OCC (2S,4S)-4-(tert-butylcarbonylamino)-5-ethoxy-2-methyl-5-oxovaleramide